(4-methoxybenzyl)-1H-pyrazole-3-carboxamide COC1=CC=C(CN2N=C(C=C2)C(=O)N)C=C1